3-(2-Chloropyrimidin-4-yl)-7-methyl-1H-indole ClC1=NC=CC(=N1)C1=CNC2=C(C=CC=C12)C